ethyl 1-((tosyloxy)methyl)cyclopropane-1-carboxylate S(=O)(=O)(C1=CC=C(C)C=C1)OCC1(CC1)C(=O)OCC